(3R)-3-({7-bromo-2-[1-(difluoromethyl)-1H-pyrazol-4-yl][1,2,4]triazolo[1,5-c]quinazolin-5-yl}amino)azepan-2-one BrC1=CC=CC=2C=3N(C(=NC12)N[C@H]1C(NCCCC1)=O)N=C(N3)C=3C=NN(C3)C(F)F